[Cl-].[Cl-].C(C)(C)(C)N[Zr+2]NC(C)(C)C bis-(tert-butylamino)-zirconium dichloride